[Cl-].[Cl-].C(CC=CC)[Hf+2](C1C=CC=2CCCCC12)C1C=CC=2CCCCC12 3-pentenylbis(4,5,6,7-tetrahydro-1-indenyl)hafnium dichloride